C(C)(C)C1=CC=C(C=C1)[C@@H](NC(=O)C1CC1)C1=CC=CC=2NC(NC21)=O (R)-N-((4-isopropylphenyl)(2-oxo-2,3-dihydro-1H-benzo[d]imidazol-4-yl)methyl)cyclopropanecarboxamide